C(C)C1(C(NCCC1)=O)C(=O)NNC(=O)C=1C(=NC=CC1)NC1=CC=C(C=C1)C(F)(F)F N'-(3-ethyl-2-oxo-piperidine-3-carbonyl)-2-[4-(trifluoromethyl)anilino]pyridine-3-carbohydrazide